ClC1=C(C=C(C=C1)C1CCN(C(O1)=O)C1=CC(=NN1)C1=CC=NC=C1)F 6-(4-Chloro-3-fluorophenyl)-3-(3-(pyridin-4-yl)-1H-pyrazol-5-yl)-1,3-oxazinan-2-one